(2,3-dimethylphenyl)-(1H-imidazol-4-yl)-methanone CC1=C(C=CC=C1C)C(=O)C=1N=CNC1